CC1(C(=O)OC(C1)CC)C dimethyl-γ-caprolactone